(7-(2-fluoro-5-methylphenyl)-2-azaspiro[3.5]non-2-yl)((1s,3s)-3-hydroxy-3-methylcyclobutyl)methanone FC1=C(C=C(C=C1)C)C1CCC2(CN(C2)C(=O)C2CC(C2)(C)O)CC1